2-[[1-(morpholinomethyl)cyclopropyl]methoxy]-6-(2'-oxospiro[azetidine-3,1'-tetrahydronaphthalene]-1-yl)pyrimidine-5-carbonitrile O1CCN(CC1)CC1(CC1)COC1=NC(=C(C=N1)C#N)N1CC2(C(CCC3=CC=CC=C23)=O)C1